t-butyl-dimethyl-prop-2-ynyloxy-silane C(C)(C)(C)[Si](OCC#C)(C)C